COC(C1=C(C(=CC=C1)S(NC1=C(C=C(C(=C1)N1N=NN=C1)F)N1CCCCC1)(=O)=O)C1CC1)=O cyclopropyl-3-(N-(4-fluoro-2-(piperidin-1-yl)-5-(tetrazol-1-yl)phenyl)sulfamoyl)benzoic acid methyl ester